methyl 6-(2-amino-1-cyano-2-oxoethyl)-5-nitronicotinate NC(C(C#N)C1=NC=C(C(=O)OC)C=C1[N+](=O)[O-])=O